OC1=C(C=C(C(=C1)NC)O)NC 2,5-dihydroxyl-1,4-dimethylaminobenzene